NC(CN1CCN(CC1)C1=CC2=C(CC(O2)(C)C)C=C1NC(=O)C=1N=C(OC1)C1=CC(=NC=C1)N)=O N-(6-(4-(2-amino-2-oxoethyl)piperazin-1-yl)-2,2-dimethyl-2,3-dihydrobenzofuran-5-yl)-2-(2-aminopyridin-4-yl)oxazole-4-carboxamide